ClC=1C(=C(OC=2C=NC=C(C2C2=CC(=C(C=C2)N2CCN(CC2)C(=O)OC(C)(C)C)F)C)C=CC1)C(=O)OC tert-butyl 4-(4-(3-(3-chloro-2-(methoxycarbonyl)phenoxy)-5-methylpyridin-4-yl)-2-fluorophenyl)piperazine-1-carboxylate